ClC1=CC=C(C=N1)CN1CCN(CC1)C1=CC=C(C=N1)C=1C=2N(C=C(C1)OCCOC)N=CC2C#N 4-(6-(4-((6-chloropyridin-3-yl)methyl)piperazin-1-yl)pyridin-3-yl)-6-(2-methoxyethoxy)pyrazolo[1,5-a]pyridine-3-carbonitrile